ethyl 5-bromo-2-[methyl(5-methyl-6-{[(2Z)-3-{[2-(trimethylsilyl)ethoxy]methyl}-2,3-dihydro-1,3-benzothiazol-2-ylidene]amino}pyridazin-3-yl)amino]-1,3-thiazole-4-carboxylate BrC1=C(N=C(S1)N(C=1N=NC(=C(C1)C)\N=C\1/SC2=C(N1COCC[Si](C)(C)C)C=CC=C2)C)C(=O)OCC